N1C=NC2=C1C=CC(=C2)OC=2C=C(C(OCC)=N)C=CC2 ethyl 3-((1H-benzo[d]imidazol-5-yl)oxy)benzimidate